ClC1=C(C(=[N+](C=C1)[O-])C)C1=C(C=C(C=C1)NC(C(NC(=O)C1=CC=NN1C)C1CCCCC1)=O)F 4-chloro-3-(4-(2-cyclohexyl-2-(1-methyl-1H-pyrazole-5-carboxamido)acetamido)-2-fluorophenyl)-2-methylpyridine 1-oxide